ClC1=C(COC2=NC=3CCC4C(C3C=C2)(CCN4C(=O)[C@H]4N(C(CC4)=O)CCC#N)S(=O)(=O)C4=CC=C(C=C4)F)C(=CC=C1)Cl 3-((2S)-2-(7-((2,6-dichlorobenzyl)oxy)-9b-((4-fluorophenyl)sulfonyl)-2,3,3a,4,5,9b-hexahydro-1H-pyrrolo[3,2-f]quinoline-3-carbonyl)-5-oxopyrrolidin-1-yl)propionitrile